C1=CC(=CC=C1CC(=O)O)CC(=O)O p-PHENYLENEDIACETIC ACID